(1S,4s)-4-(8-(2,6-dichloro-4-cyanophenylamino)-2-((3R,4R)-3-methyltetrahydro-2H-pyran-4-ylamino)-9H-purin-9-yl)cyclohexanecarboxamide ClC1=C(C(=CC(=C1)C#N)Cl)NC=1N(C2=NC(=NC=C2N1)N[C@H]1[C@H](COCC1)C)C1CCC(CC1)C(=O)N